FC1=CC=C(C=C1)N(C(=O)[C@@H]1N(CCC1)C(=O)OC(C)(C)C)C tert-butyl (R)-2-((4-fluorophenyl)(methyl)carbamoyl)pyrrolidine-1-carboxylate